COC1=C(C=C(C=C1)CO)C(C)C [4-methoxy-3-(propan-2-yl)phenyl]methanol